1-(2,2-difluoroethyl)-6-(2-(((3-(trifluoromethyl)pyridin-2-yl)oxy)methyl)-7-azaspiro[3.5]nonan-7-yl)-1H-pyrazolo[3,4-b]pyrazine FC(CN1N=CC=2C1=NC(=CN2)N2CCC1(CC(C1)COC1=NC=CC=C1C(F)(F)F)CC2)F